(3-fluoro-4-methoxyphenyl)methanone FC=1C=C(C=CC1OC)C=O